1-(cyclopropylmethoxy)-4-(3-(cyclopropylmethoxy)-4-(difluoromethoxy)phenyl)pyrrolidine-2-carboxylic acid C1(CC1)CON1C(CC(C1)C1=CC(=C(C=C1)OC(F)F)OCC1CC1)C(=O)O